2-(4,5,6,7-Tetrabromo-2-(dimethylamino)-1H-benzo[d]imidazol-1-yl)acetic acid BrC1=C(C(=C(C=2N(C(=NC21)N(C)C)CC(=O)O)Br)Br)Br